ClC=1C=CC(=C(C1)C[C@@H](C(=O)OC)N(C)C(=O)OC(C)C)C=1OC(=NN1)C methyl (2S)-3-[5-chloro-2-(5-methyl-1,3,4-oxadiazol-2-yl)phenyl]-2-[(isopropoxycarbonyl)(methyl)amino]propanoate